ClC=1C=C(C=C(C1)Cl)C(C(F)(F)O\N=C(/C)\C1=C(C=C(C=C1)F)Br)=C (E)-1-(2-bromo-4-fluorophenyl)ethan-1-one O-(2-(3,5-dichlorophenyl)-1,1-difluoroallyl) oxime